N1(CCC1)CC1=C(CNC2=CC(=C(C=C2C)S(=O)(=O)N(CC2=CC=C(C=C2)OC)C2=NOC=C2)F)C(=CC=C1)F 4-((2-(azetidin-1-ylmethyl)-6-fluorobenzyl)amino)-2-fluoro-N-(isoxazol-3-yl)-N-(4-methoxybenzyl)-5-methylbenzenesulfonamide